Methyl (E)-1-(2-(((tert-butoxycarbonyl)amino)methyl)-3-fluoroallyl)-1H-pyrazole-4-carboxylate C(C)(C)(C)OC(=O)NC/C(/CN1N=CC(=C1)C(=O)OC)=C\F